CC1(C2C3CCCC3C(C1)C2)OC(=O)C2C1C=CC(C2)C1 5-(5-methyl-octahydro-4,7-methano-indene-5-yloxycarbonyl)-bicyclo[2.2.1]hept-2-ene